[3-[2-(dimethylamino) ethyl]-1H-indol-4-yl] oxetan-3-yl carbonate C(OC1=C2C(=CNC2=CC=C1)CCN(C)C)(OC1COC1)=O